(6-Bromopyridin-2-yl)(morpholino)methanone BrC1=CC=CC(=N1)C(=O)N1CCOCC1